C(C1=CC=CC=C1)OC(NC(C(=O)NN(C([C@@H](F)Cl)=O)CCC(=O)N)CC1CCCCC1)=O Benzyl(1-(2-(3-amino-3-oxo-propyl)-2-((S)-2-chloro-2-fluoroacetyl)hydrazinyl)-3-cyclohexyl-1-oxo-propan-2-yl)carbamate